ClC=1C=CC(=C(C1)NC(C1=NC=C(C=C1)OC)=O)OCCOC N-(5-chloro-2-(2-methoxyethoxy)phenyl)-5-methoxypicolinic acid amide